γ-glycidyloxypropyltriethyl-Oxysilane C(C1CO1)OCCC[Si](OCC)(OCC)OCC